ClC=1C=C2C(=C3C1NC(NC31CCCCC1)=O)OC(=N2)CN2C1COC(C2)C1 5-chloro-2-{2-oxa-5-azabicyclo[2.2.1]heptan-5-ylmethyl}-7,8-dihydro-6H-spiro[[1,3]oxazolo[5,4-f]quinazoline-9,1'-cyclohexane]-7-one